2-bromo-7-fluoro-1H-indole BrC=1NC2=C(C=CC=C2C1)F